O=C1NC(CCC1N1C(C2=CC=CC(=C2C1=O)NCCCCCCNC(C1=CC(C(=O)NC2=CC3=C(NC(=N3)CN3[C@H](CCC3)C)C=C2)=CC=C1)=O)=O)=O N1-(6-((2-(2,6-dioxopiperidin-3-yl)-1,3-dioxoisoindolin-4-yl)amino)hexyl)-N3-(2-(((S)-2-methylpyrrolidin-1-yl)methyl)-1H-benzo[d]imidazol-5-yl)isophthalamide